2,2'-bistrifluoromethyl-4,4'-biphenyl-dicarboxylic acid FC(C1=C(C=CC(=C1)C(=O)O)C1=C(C=C(C=C1)C(=O)O)C(F)(F)F)(F)F